N-Methyl-N-phenyl-5-[[(3S)-1-[2-oxo-2-[(2S)-2-cyanopyrrolidin-1-yl]ethyl]pyrrolidin-3-yl]amino]chinolin-8-carboxamid CN(C(=O)C=1C=CC(=C2C=CC=NC12)N[C@@H]1CN(CC1)CC(N1[C@@H](CCC1)C#N)=O)C1=CC=CC=C1